FC(CN1C2C(=CC=3C=C(C(=CC13)OCCCN1CCCC1)OC)CCC2)F N-(2,2-difluoroethyl)-7-methoxy-6-[3-(pyrrolidin-1-yl)propoxy]-1H,2H,3H-cyclopenta[b]quinolin